(S)-5,6-dichloro-1'-((3R,5R)-5-(methoxymethyl)pyrrolidine-3-carbonyl)spiro[indoline-3,3'-pyrrolidin]-2-one ClC=1C=C2C(=CC1Cl)NC([C@]21CN(CC1)C(=O)[C@H]1CN[C@H](C1)COC)=O